1-cyclopropyl-3-phenyl-3,4-dihydro-1H-benzopyrano[4,3-d]pyrimidine C1(CC1)N1CN(CC2=C1C1=C(OC2)C=CC=C1)C1=CC=CC=C1